OC1=C(C(=CC(=C1S(=O)(=O)N[C@@H](C)C(=O)O)CCCCC)O)C1C(CCC(=C1)C)C(=C)C ((2,6-dihydroxy-5'-methyl-4-pentyl-2'-(prop-1-en-2-yl)-1',2',3',4'-tetrahydro-[1,1'-biphenyl]-3-yl)sulfonyl)alanine